C(C1=CC=CC=C1)OC1=CC=CC2=C1C(=C(S2)C(F)F)C(=O)NC2CN(CC2(F)F)C (benzyloxy)-N-(4,4-difluoro-1-methylpyrrolidin-3-yl)-2-(difluoromethyl)-1-benzothiophene-3-carboxamide